methyl-ethan-1-amine CC(C)N